(Z)-2-(3-(sec-butyl)-2-hydroxyphenyl)-3-((tert-butylamino)methylene)chroman-4-one C(C)(CC)C=1C(=C(C=CC1)C/1OC2=CC=CC=C2C(\C1=C/NC(C)(C)C)=O)O